FC1=C(C(=O)N([C@H]2CNCCC2)C2=NC=CC3=CC=CC(=C23)C)C=CC(=C1)NC1=NC=CC(=N1)N1[C@@H](COCC1)C(C)C 2-fluoro-4-((4-((R)-3-isopropylmorpholino)pyrimidin-2-yl)amino)-N-(8-methylisoquinolin-1-yl)-N-((R)-piperidin-3-yl)benzamide